methyl (2s,4s)-5-(2-((tert-butyldimethylsilyl) oxy) ethyl)-7-(4-methoxybenzyl)-6,8-dioxo-5,7-diazaspiro[3.4]octane-2-carboxylate [Si](C)(C)(C(C)(C)C)OCCN1C2(CC(C2)C(=O)OC)C(N(C1=O)CC1=CC=C(C=C1)OC)=O